C(=O)(O)C1=CC=C(C=C1)C1=CC=CC=C1.C(=O)(O)C1=CC=C(C=C1)C1=CC=CC=C1.C(=O)(O)C1=CC=C(C=C1)C1=CC=CC=C1.C(=O)(O)C1=CC=C(C=C1)C1=CC=CC=C1.[Zn+2] zinc (II) tetra(4-carboxybiphenyl)